C(C)OC(=O)C1=C(C(=NN1CC1=CC=C(C=C1)OC)C)NC(CC(=O)OC)=O 4-(3-methoxy-3-oxopropanamido)-1-(4-methoxybenzyl)-3-methyl-1H-pyrazole-5-carboxylic acid ethyl ester